FC(COC=1C(=NC=CC1)C1=C(C=NC(=C1C#N)SCC1=NC=CC=C1)C#N)CC (2-fluorobutoxy)-6'-((pyridin-2-ylmethyl)thio)-[2,4'-bipyridine]-3',5'-dicarbonitrile